C[C@@H]1C[C@@H](CN(C1)C1=CC(=NC=C1[N+](=O)[O-])C=C)NC(OC(C)(C)C)=O tert-Butyl ((3S,5R)-5-methyl-1-(5-nitro-2-vinylpyridin-4-yl)piperidin-3-yl)carbamate